titanium compound with chlorine [Cl].[Ti]